C(#N)C1=CC(=NC(=C1C1=CC(=C(C=C1)OC)F)C1=CC(=C(C=C1)C#N)F)N1CCC2(CN(C2)C(=O)OC(C)(C)C)CC1 Tert-Butyl 7-(4-cyano-6-(4-cyano-3-fluorophenyl)-5-(3-fluoro-4-methoxyphenyl)pyrid-2-yl)-2,7-diazaspiro[3.5]nonane-2-carboxylate